ClC=1C=NN(C1C(NC1=NC=C(C=C1C)C#CC1=CC=CC=C1)=O)C1CC(CCC1)NC(OC(C)(C)C)=O tert-butyl (3-(4-chloro-5-((3-methyl-5-(phenylethynyl)pyridin-2-yl)carbamoyl)-1H-pyrazol-1-yl)cyclohexyl)carbamate